bis(triethoxyphenyl)ethane C(C)OC1=C(C(=C(C=C1)C(C)C1=C(C(=C(C=C1)OCC)OCC)OCC)OCC)OCC